C(CCCCCCCCCC=CCC)O 11-tetradecene-ol